O=C1N(C(C=C1)=O)CC(=O)NCCOCCOCCOCCOCCC(=O)OC(C)(C)C tert-butyl 3-[2-[2-[2-[2-[[2-(2,5-dioxopyrrol-1-yl)acetyl]amino]ethoxy]ethoxy]ethoxy]ethoxy]propanoate